CC12C=CC(CC1)(CC2)C(=O)O 4-methylbicyclo-[2.2.2]-oct-2-ene-1-carboxylic acid